1,3,5-tripropoxy-2,4,6-trinitrobenzene C(CC)OC1=C(C(=C(C(=C1[N+](=O)[O-])OCCC)[N+](=O)[O-])OCCC)[N+](=O)[O-]